5-[S-3-hydroxypropyl-S-hexadecylthiocyanato]-3-hydroxypentane OCCCS(C#N)(CCCCCCCCCCCCCCCC)CCC(CC)O